FC1(C2=C(CN(C1)C)NC(=N2)C=2C=1N(C=CC2)C(=C(N1)C#CCNC1=C(C=C(C=C1)S(=O)(=O)C)OC)CC(F)(F)F)F N-(3-(8-(7,7-difluoro-5-methyl-4,5,6,7-tetrahydro-3H-imidazo[4,5-c]pyridin-2-yl)-3-(2,2,2-trifluoroethyl)imidazo[1,2-a]pyridin-2-yl)prop-2-yn-1-yl)-2-methoxy-4-(methylsulfonyl)aniline